4-(2-fluoro-4-nitro-phenoxy)-1H-pyrrolo[2,3-b]pyridine FC1=C(OC2=C3C(=NC=C2)NC=C3)C=CC(=C1)[N+](=O)[O-]